NC=1C(=NC=CC1)C(C1=CC=CC=C1)=O amino-benzoylpyridine